C(CCCCCCC)OC(=O)C=1C(=C(C(=CC1)C(=O)OCCCCCCCC)C(=O)OCCCCCCCC)C(=O)OCCCCCCCC tetraoctyl-benzenetetracarboxylic acid